C[C@H]1CN(C[C@H](O1)C)C1=NC=C(C=C1)B1OC(C(O1)(C)C)(C)C (2S,6R)-2,6-dimethyl-4-[5-(4,4,5,5-tetramethyl-1,3,2-dioxaborolan-2-yl)-2-pyridyl]morpholine